CC1CNCCN(C1)C1=CC=CC(=N1)C(=O)NC1=CC=NC=C1 6-(6-Methyl-1,4-diazepan-1-yl)-N-(pyridin-4-yl)pyridine-2-carboxamide